C[Si](CCOCN1C(=CC=2C1=NC=CC2)CO)(C)C (1-((2-(trimethylsilyl)ethoxy)methyl)-1H-pyrrolo[2,3-b]pyridin-2-yl)methanol